1-acetyl-4-(3-chloroacryloyl)piperazin C(C)(=O)N1CCN(CC1)C(C=CCl)=O